1-(4-(3-(1H-1,2,3-triazol-1-yl)azetidin-1-yl)-6-isopropylpyridin-2-yl)-6-(4-methoxypyridin-3-yl)-4-methyl-1H-pyrazolo[4,3-c]pyridine N1(N=NC=C1)C1CN(C1)C1=CC(=NC(=C1)C(C)C)N1N=CC=2C(=NC(=CC21)C=2C=NC=CC2OC)C